[(2S,3S,4R,5R)-5-[4-(cyclopentylamino)-2-(difluoromethyl)-pyrrolo[2,3-d]-pyrimidin-7-yl]-3,4-dihydroxy-tetrahydro-furan-2-yl]methyl-sulfonylmethylphosphonic acid C1(CCCC1)NC=1C2=C(N=C(N1)C(F)F)N(C=C2)[C@H]2[C@@H]([C@@H]([C@H](O2)CS(=O)(=O)CP(O)(O)=O)O)O